(3-amino-6-(methylsulfonyl)-4,5,6,7-tetrahydropyrazolo[3,4-c]pyridin-2-yl)(8-methoxy-1,2,3,4-tetrahydroquinolin-4-yl)methanone NC=1N(N=C2CN(CCC21)S(=O)(=O)C)C(=O)C2CCNC1=C(C=CC=C21)OC